N-(3-(1-hydroxy-2,3-dihydro-1H-inden-4-yl)-2-methylphenyl)-1-methyl-4,5,6,7-tetrahydro-1H-imidazo[4,5-c]pyridine-2-formamide OC1CCC2=C(C=CC=C12)C=1C(=C(C=CC1)NC(=O)C=1N(C2=C(CNCC2)N1)C)C